O[C@@H]1CN(CC1)C(=O)C1=NN=C(S1)C=1C(=CC(=NC1)C1=CC=C2N1N=CC(=C2)C#N)NC(C)C (S)-7-(5-(5-(3-hydroxypyrrolidine-1-carbonyl)-1,3,4-thiadiazol-2-yl)-4-(isopropylamino)pyridin-2-yl)pyrrolo[1,2-b]pyridazine-3-carbonitrile